sodium bis(2-ethylhexyl) succinate sodium [Na].C(CCC(=O)OCC(CCCC)CC)(=O)OCC(CCCC)CC.[Na]